tert-butyl (S)-7-(4-(2-((tetrahydro-2H-pyran-4-yl)methyl)phenyl)piperidin-1-yl)-5-oxa-2-azaspiro[3.4]octane-2-carboxylate O1CCC(CC1)CC1=C(C=CC=C1)C1CCN(CC1)[C@@H]1COC2(CN(C2)C(=O)OC(C)(C)C)C1